C1(CC1)C1=NN(C(=C1)NC1=NNC2=CC(=CC=C12)[C@@H]1C[C@@]12C(NC1=CC=C(C=C21)OC)=O)C (1R,2S)-2-{3-[(3-cyclopropyl-1-methyl-1H-pyrazol-5-yl)amino]-1H-indazol-6-yl}-5'-methoxyspiro[cyclopropan-1,3'-indol]-2'(1'H)-one